ClC1=C(C(=O)N(C(OCC)=O)C2(CC2)C#N)C=C(C=C1)C=1C=NN(C1)C=1N(N=C(C1OC(F)F)C(C(F)(F)F)(C(F)(F)F)F)C ethyl N-[2-chloro-5-[1-[4-(difluoromethoxy)-2-methyl-5-[1,2,2,2-tetrafluoro-1-(trifluoromethyl)ethyl]pyrazol-3-yl]pyrazol-4-yl]benzoyl]-N-(1-cyanocyclopropyl)carbamate